N1[13CH]=N[13C]=2N=[13CH]N[13C]2[13C]1=O hypoxanthine-13C5